C(C)C(C#N)(C(C#N)(C)CC)C 2,3-diethyl-2,3-dimethyl-butanedinitrile